CC=1C(=NNC1N)C1=CN=NC=C1C 4-Methyl-3-(5-methylpyridazin-4-yl)-1H-pyrazol-5-amine